Tert-butyl 3,5-bis(3-(4-cyanophenyl)-1,3-dimethylureido)benzoate C(#N)C1=CC=C(C=C1)N(C(N(C)C=1C=C(C(=O)OC(C)(C)C)C=C(C1)N(C(=O)N(C1=CC=C(C=C1)C#N)C)C)=O)C